4-[4-(4-cyano-phenyl)-5-methylsulfanyl-pyrimidin-2-ylamino]-N-[2-methyl-5-(4-methyl-piperazin-1-ylmethyl)-phenyl]-benzamide C(#N)C1=CC=C(C=C1)C1=NC(=NC=C1SC)NC1=CC=C(C(=O)NC2=C(C=CC(=C2)CN2CCN(CC2)C)C)C=C1